OC=1C=CC(=C2C=CC(NC12)=O)C(C(CC)NC(C)C)O 8-Hydroxy-5-[1-hydroxy-2-(isopropylamino)butyl]-quinolin-2(1H)-one